P(=O)#CN(CC(=O)O)C(N)=N phosphorylcreatine